FC1=C(C=CC=C1F)C(C(=O)O)(C)C 2-(2,3-difluoro-phenyl)-2-methylpropionic acid